N'-((5-bromo-3-((R)-1-cyclopropylethyl)bicyclo[4.2.0]octa-1,3,5-trien-2-yl)carbamoyl)-2,2-dimethyl-2,3-dihydropyrazolo[5,1-b]oxazole-7-sulfonimidamide BrC=1C=C(C(=C2CCC12)NC(=O)N=S(=O)(N)C=1C=NN2C1OC(C2)(C)C)[C@H](C)C2CC2